4-(aminomethyl)-1-(5-(2,4-dimethoxyphenyl)imidazo[2,1-b][1,3,4]thiadiazol-2-yl)piperidin-4-ol NCC1(CCN(CC1)C1=NN2C(S1)=NC=C2C2=C(C=C(C=C2)OC)OC)O